1,1,1,5,5,5-hexamethyltrisiloxane C[Si](O[SiH2]O[Si](C)(C)C)(C)C